FC=1C=C(C=CC1)[C@@H]1CN(CC12CCC2)C(=O)C2=NOC(N2)=O (S)-3-(8-(3-fluorophenyl)-6-azaspiro[3.4]octane-6-carbonyl)-1,2,4-oxadiazol-5(4H)-one